C(C)(C)(C)OC(=O)N1C(CN(CC1C)C=1C=NC(=CC1)NC=1N=CC2=C(N1)N(C(C(=C2C)C(=C)OCC)=O)C2CCCC2)C 4-{6-[8-Cyclopentyl-6-(1-ethoxy-vinyl)-5-methyl-7-oxo-7,8-dihydro-pyrido[2,3-d]pyrimidin-2-ylamino]-pyridin-3-yl}-2,6-dimethyl-piperazine-1-carboxylic acid tert-butyl ester